ClC=1C=CC2=C(CN(S2(=O)=O)[C@@H](C(C)C2=C(C(=CC=C2F)C)C)C2=NNC(O2)=O)C1 5-((1S)-1-(5-chloro-1,1-dioxidobenzo[d]isothiazol-2(3H)-yl)-2-(6-fluoro-2,3-dimethylphenyl)propyl)-1,3,4-oxadiazol-2(3H)-one